FC(C(=O)O)(CO)F 2,2-difluoro-3-hydroxypropanoic acid